ICCCCCN1C(C(=CC=C1)C)=O 1-(5-iodopentyl)-3-methylpyridin-2(1H)-one